7-amino-2,3-dimethyl-5-(methylsulfonyl)pyrazolo[1,5-a]pyrimidine-6-carbonitrile NC1=C(C(=NC=2N1N=C(C2C)C)S(=O)(=O)C)C#N